2-[5-[[cyclopropyl-[(2S)-2-[4-(3-ethynyl-1-tetrahydropyran-2-yl-pyrazolo[3,4-c]pyridin-5-yl)-2-methyl-pyrazol-3-yl]oxypropyl]amino]methyl]-3-ethoxy-4-iodo-pyrazol-1-yl]ethanol C1(CC1)N(C[C@H](C)OC=1N(N=CC1C=1C=C2C(=CN1)N(N=C2C#C)C2OCCCC2)C)CC2=C(C(=NN2CCO)OCC)I